2-[[5,6-bis(3,4-dimethoxyphenyl)-1,2,4-triazin-3-yl]sulfanyl]-N-cyclopentyl-butanamide COC=1C=C(C=CC1OC)C=1N=C(N=NC1C1=CC(=C(C=C1)OC)OC)SC(C(=O)NC1CCCC1)CC